N-{2-[(3S)-3-(aminomethyl)piperidin-1-yl]-4-(2-fluorophenoxy)-3-(trifluoromethyl)phenyl}-2-(pyridazin-4-yl)-1,3-thiazole-4-carboxamide mono[(2E)-2-butenedioic acid] salt C(\C=C\C(=O)O)(=O)O.NC[C@H]1CN(CCC1)C1=C(C=CC(=C1C(F)(F)F)OC1=C(C=CC=C1)F)NC(=O)C=1N=C(SC1)C1=CN=NC=C1